7-bromo-4-chloro-8-(2,2-difluoroethoxy)-3-nitro-6-vinylquinoline BrC1=C(C=C2C(=C(C=NC2=C1OCC(F)F)[N+](=O)[O-])Cl)C=C